potassium phosphate, potassium salt [K+].P(=O)([O-])([O-])O.[K+]